4-[(1R,2R)-2-(5-cyclohexyl-1,2,4-oxadiazol-3-yl)cyclopropyl]benzenesulfonamide C1(CCCCC1)C1=NC(=NO1)[C@H]1[C@@H](C1)C1=CC=C(C=C1)S(=O)(=O)N